(1-naphthaloyl)quinazolin-4(3H)-one C1(=CC=CC2=CC=CC=C12)C(=O)C1=NC2=CC=CC=C2C(N1)=O